(4-amino-5-phenylpyrimidin-2-yl){[3-fluoro-1-(3-fluoro(2-pyridyl))cyclobutyl]methyl}amine NC1=NC(=NC=C1C1=CC=CC=C1)NCC1(CC(C1)F)C1=NC=CC=C1F